FC1=C(C=CC(=C1C)OC=1C=C2C(=NC1)N(C=N2)C)NC2=NC=NC1=C2N=C(N=C1)N1CCN(CC1)C(C=C)=O 1-(4-(8-((2-fluoro-3-methyl-4-((3-methyl-3H-imidazo[4,5-b]pyridin-6-yl)oxy)phenyl)amino)pyrimido[5,4-d]pyrimidin-2-yl)piperazin-1-yl)prop-2-en-1-one